N1(CCCCC1)CCCNC1=NC=NC=2NC3=CC(=CC=C3C21)C(=O)OC Methyl 4-(3-piperidin-1-ylpropylamino)-9H-pyrimido[4,5-b]indole-7-carboxylate